NC1=NNC2=NC(=C(C=C21)F)NC=2C=C(C=C1CCCC21)O 7-[(3-amino-5-fluoro-1H-pyrazolo[3,4-b]pyridin-6-yl)amino]indan-5-ol